[N+](=O)([O-])C=1C(=C(NC(F)(F)F)C=C(C1Cl)[N+](=O)[O-])O 3,5-dinitro-trifluoromethyl-2-hydroxy-4-chloroaniline